succinimide hydrochloride Cl.C1(CCC(N1)=O)=O